5-Chloro-6-fluoroisoquinoline ClC1=C2C=CN=CC2=CC=C1F